4-pentyl-5,6,7,8,9,10-hexahydrocycloocta[b]pyridine C(CCCC)C1=C2C(=NC=C1)CCCCCC2